BrC=1C(=NC=CC1F)OCOCC[Si](C)(C)C 3-bromo-4-fluoro-2-((2-(trimethylsilyl)ethoxy)methoxy)pyridine